N'-pyridin-2-yl-prop-2-enehydrazide N1=C(C=CC=C1)NNC(C=C)=O